4-(2-fluorophenyl)-1-(3-(pyridin-4-yl)-1H-pyrazol-5-yl)-5,6-dihydropyridin-2(1H)-one FC1=C(C=CC=C1)C1=CC(N(CC1)C1=CC(=NN1)C1=CC=NC=C1)=O